C(C)(C)(C)OC(NCC(=O)N1CCN(CC1)CC=1SC(=CC1)CN1C2=NC(=NC(=C2NC1=O)N(CC1=CC=C(C=C1)OC)CC1=CC=C(C=C1)OC)OCCCC)=O (2-(4-((5-((6-(bis(4-methoxybenzyl)amino)-2-butoxy-8-oxo-7,8-dihydro-9H-Purin-9-yl)methyl)thiophen-2-yl)methyl)piperazin-1-yl)-2-oxoethyl)carbamic acid tert-butyl ester